FC(C(=O)N1CCNCC1)(F)F 1-(2,2,2-trifluoroacetyl)piperazine